Glycerol tristearat C(CCCCCCCCCCCCCCCCC)(=O)OCC(OC(CCCCCCCCCCCCCCCCC)=O)COC(CCCCCCCCCCCCCCCCC)=O